N-((8-fluoro-1,2,3,5,6,7-hexahydro-s-indacen-4-yl)carbamoyl)-4-((((1-(hydroxymethyl)cyclobutyl)methyl)(methyl)amino)methyl)-5-methylfuran-2-sulfonimidamide FC=1C=2CCCC2C(=C2CCCC12)NC(=O)NS(=O)(=N)C=1OC(=C(C1)CN(C)CC1(CCC1)CO)C